C1=C(C=CC=2OC3=C(C21)C=CC=C3)C3=NC2=C(N3C=3C(=CC1=C(SC4=C1C=CC(=C4)C(C)C)C3CC)CC)C=CC=C2 2-(dibenzo[b,d]furan-2-yl)-1-(2,4-diethyl-7-isopropyldibenzo[b,d]thiophen-3-yl)-1H-benzo[d]imidazole